2-(bis(4H-benzo[d][1,3]dioxin-6-yl)methoxy)-N-methylethan-1-amine O1COCC2=C1C=CC(=C2)C(OCCNC)C2=CC1=C(OCOC1)C=C2